ClC=1C=C2C(C(NC2=CC1)=O)=NN=C1SCC(N1C1=CC=CC=C1)=O 5-chloro-3-(2-(3-phenyl-4-oxothiazolidine-2-ylidene)hydrazono)-1H-indol-2-one